2-(7-((2-Butyl-4-oxo-1,3-diazaspiro[4.4]nona-1-en-3-yl)methyl)-1,3-dihydroisobenzofuran-4-yl)-N-(3-methoxy-5-methylpyrazin-2-yl)-N-((2-(trimethylsilyl)ethoxy)methyl)benzenesulfonamide C(CCC)C1=NC2(C(N1CC=1C=CC(=C3COCC13)C1=C(C=CC=C1)S(=O)(=O)N(COCC[Si](C)(C)C)C1=NC=C(N=C1OC)C)=O)CCCC2